FCCNC(=O)C1=NC(=C(N=C1C)NCCN1CCCC1)C(C)C1=CC=C(C=C1)F N-(2-fluoroethyl)-6-(1-(4-fluorophenyl)ethyl)-3-methyl-5-((2-(pyrrolidin-1-yl)ethyl)amino)pyrazine-2-carboxamide